NC1(CCN(CC1)C1=C(N=C(C(=N1)N)SC1=C(C(=CC=C1)Cl)Cl)C=1OC=NN1)C 6-(4-amino-4-methylpiperidin-1-yl)-3-((2,3-dichlorophenyl)thio)-5-(1,3,4-oxadiazol-2-yl)pyrazin-2-amine